CC(CCCNC(=O)C=1C(=NC(=CC1C)N1CCOCC1)SC)(C)C N-(4,4-Dimethyl-pentyl)-4-methyl-2-methylsulfanyl-6-morpholin-4-yl-pyridine-3-carboxylic acid amide